N-(4-(1-((4-(6-ethoxypyrazin-2-yl)-2-fluorobenzyl)amino)cyclopropyl)pyrimidin-2-yl)cyclopropanesulfonamide C(C)OC1=CN=CC(=N1)C1=CC(=C(CNC2(CC2)C2=NC(=NC=C2)NS(=O)(=O)C2CC2)C=C1)F